Rac-(4-amino-1,3-dihydrofuro[3,4-c][1,7]naphthyridin-8-yl)((4aS,9bS)-7-(trifluoromethyl)-3,4,4a,9b-tetrahydrofuro[2,3-b:4,5-b']dipyridin-1(2H)-yl)methanone NC1=NC=2C=NC(=CC2C2=C1COC2)C(=O)N2[C@@H]1[C@H](CCC2)OC2=NC(=CC=C21)C(F)(F)F |r|